[Na].Cl[Pt] chloroplatinum Sodium